CC=1C(=NN2C1C(NC1=CC(=CC(=C21)F)CO)=O)C methyl-9-fluoro-7-(hydroxymethyl)-2-methylpyrazolo[1,5-a]quinoxalin-4(5H)-one